3-(2-(dimethylamino)ethyl)-3H-indol-4-ol CN(CCC1C=NC=2C=CC=C(C12)O)C